N(=[N+]=[N-])CC=1C(NC(N([C@H]2C[C@H](O)[C@@H](CO)O2)C1)=O)=O 5-(Azidomethyl)-2'-deoxyuridine